C[C@@H]1CS[C@H](CN1C(=O)C1=C(C=CC=C1)N1N=CC=N1)COC1=NC=C(C=C1)C (2R,5R)-5-methyl-2-{[(5-methylpyridin-2-yl)oxy]methyl}-4-{[2-(2H-1,2,3-triazol-2-yl)phenyl]carbonyl}thiomorpholine